Tert-butyl-((7R)-2-(2-(1-(cyclopropylmethyl)-6-(3-oxoisoindolin-5-yl)-1H-pyrrolo[2,3-b]pyridin-2-yl)-3-methylbenzofuran-6-carbonyl)-2-azabicyclo[2.2.1]hept-7-yl) carbamate C(N)(O[C@H]1C2(N(CC1CC2)C(=O)C2=CC1=C(C(=C(O1)C1=CC=3C(=NC(=CC3)C=3C=C4C(NCC4=CC3)=O)N1CC1CC1)C)C=C2)C(C)(C)C)=O